4,4'-Methylenebis(2-methyl-phenol) C(C1=CC(=C(C=C1)O)C)C1=CC(=C(C=C1)O)C